CC(CC)N=C(O)C=1C=CC=2C3=CC=C(C=4C(=CC=C(C5=CC=C(C1C52)C(O)=NC(CC)C)C43)C(=O)O)C(=O)O N,N'-bis(1-methylpropyl)-3,4,9,10-perylenetetracarboxylic acid diimide